COC1=CC=C(\C=N\NC(=O)C=2C(=NC=CN2)C(C)N(C(C2=CC(=CC(=C2)C(F)(F)F)C(F)(F)F)=O)C)C=C1 (E)-N-(1-(3-(2-(4-methoxybenzylidene)hydrazine-1-carbonyl)pyrazin-2-yl)ethyl)-N-methyl-3,5-bis(trifluoromethyl)benzamide